4-[(2,4-Diiodophenoxy)methyl]1,3-dihydroimidazole-2-thione IC1=C(OCC=2NC(NC2)=S)C=CC(=C1)I